(S)-2-((3-aminotetrahydrothiophene-3-yl)methoxy)-4-(5-methoxyimidazo[1,2-a]pyridin-3-yl)-6-(methylthio)benzonitrile N[C@]1(CSCC1)COC1=C(C#N)C(=CC(=C1)C1=CN=C2N1C(=CC=C2)OC)SC